ClC1=CC(=CC=2N1C(=CN2)C#N)Cl 5,7-Dichloro-imidazo[1,2-a]pyridine-3-carbonitrile